N1CC(CC1)=O Z-3-pyrrolidone